(S)-4-(5-(5-fluoro-2-methoxypyridin-4-yl)-1H-pyrazole-3-carbonyl)-N-((R)-1-(hydroxymethyl)-3-methyl-2-oxabicyclo[2.1.1]hexan-4-yl)-4-azaspiro[2.5]octane-7-carboxamide FC=1C(=CC(=NC1)OC)C1=CC(=NN1)C(=O)N1C2(CC2)C[C@H](CC1)C(=O)NC12[C@H](OC(C1)(C2)CO)C